2-(1-((tert-butyldimethylsilyl)oxy)cyclobutyl)-4-methyl-5-(tributylstannyl)thiazole [Si](C)(C)(C(C)(C)C)OC1(CCC1)C=1SC(=C(N1)C)[Sn](CCCC)(CCCC)CCCC